O=C(C(=O)[O-])CC.[Na+] sodium 2-oxobutanoate